Cl.N1[C@@H]2[C@H](C[C@H]1C(=O)OCC1=CC=CC=C1)CCC2 (2S,3aS,6aS)-benzyl octahydrocyclopenta[b]pyrrole-2-carboxylate hydrochloride